N1=CNC2=NC=CC(=C21)C=2C=NN(C2)C2=CC=C(C=N2)C2(CC2)C#N (6-(4-(3H-imidazo[4,5-b]pyridin-7-yl)-1H-pyrazol-1-yl)pyridin-3-yl)cyclopropanecarbonitrile